3,7-Dimethyl-1,5-dioxocane-2,6-dion CC1C(OCC(C(OC1)=O)C)=O